3,7-Dimethyl-1,5,7-octatrien-3-ol CC(C=C)(CC=CC(=C)C)O